3-bromo-2-(tert-butyl)-6,7-dihydro-5H-cyclopenta[b]pyridin-4-amine BrC=1C(=C2C(=NC1C(C)(C)C)CCC2)N